(±)-2,5-dimethyl-2-indanmethanol C[C@]1(CC2=CC=C(C=C2C1)C)CO |r|